C(C)OC(=O)[C@]12CCC(N2CC(C1)=CCO)=O.C(C)(C)(C)C(=O)N1CCN(CC1)C1=CC=C(C=C1)N 1-tert-butylcarbonyl-4-(4-aminophenyl)piperazine ethyl-(S)-2-(2-hydroxyethylidene)-5-oxotetrahydro-1H-pyrrolizine-7a(5H)-carboxylate